monofluoro-2-methylquinoline FC=1C(=NC2=CC=CC=C2C1)C